FC(OC1=CC=C(C=C1)S(=O)(=O)NC1C(CC2=CC=CC=C12)C(=O)OC)(F)F methyl 1-((4-(trifluoromethoxy)phenyl)sulfonamido)-2,3-dihydro-1H-indene-2-carboxylate